benzimidazole-5-sulfonic acid N1=CNC2=C1C=CC(=C2)S(=O)(=O)O